ClC1=C(C=CC(=C1)[N+](=O)[O-])NC(NC1=C(C=CC=C1)Cl)=O 3-(2-chloro-4-nitrophenyl)-1-(2-chlorophenyl)urea